BrC1=C(C(=CC=C1)F)B(C1=C(C=C(C=C1F)F)F)C1=C(C=C(C=C1F)F)F (2-bromo-6-fluorophenyl)bis(2,4,6-trifluorophenyl)borane